COC(NC1=CC=C(C=C1)NC([C@H](C1=CC=CC=C1)N)=O)=O (S)-(4-(2-amino-2-phenylacetamido)phenyl)carbamic acid methyl ester